2-(4-benzylsulfanyl-2-methyl-anilino)-8-cyclopentyl-pyrido[2,3-d]pyrimidin-7-one C(C1=CC=CC=C1)SC1=CC(=C(NC=2N=CC3=C(N2)N(C(C=C3)=O)C3CCCC3)C=C1)C